FC(CN1N=C(C=2C1=NC(=CN2)N2CCC1(CCN(C1=O)C=1C=NC(=CC1)C(F)(F)F)CC2)OC)F 8-(1-(2,2-difluoroethyl)-3-methoxy-1H-pyrazolo[3,4-b]pyrazin-6-yl)-2-(6-(trifluoromethyl)pyridin-3-yl)-2,8-diazaspiro[4.5]decan-1-one